N2-(3,3-difluorocyclopentyl)-N4-(1-(pyridin-2-yl)pyrrolidin-3-yl)-6-(6-(trifluoromethyl)pyridin-2-yl)-1,3,5-triazine-2,4-diamine FC1(CC(CC1)NC1=NC(=NC(=N1)NC1CN(CC1)C1=NC=CC=C1)C1=NC(=CC=C1)C(F)(F)F)F